N-(8-methoxy-4-methyl-2-oxo-1H-quinolin-6-yl)-2-morpholino-6-(oxetan-3-yl)-5,7-dihydropyrrolo[3,4-b]pyridine-3-carboxamide COC=1C=C(C=C2C(=CC(NC12)=O)C)NC(=O)C=1C=C2C(=NC1N1CCOCC1)CN(C2)C2COC2